C(C1=CC=CC=C1)OC(N[C@H](C(=O)NN(C(CF)=O)CCC(=O)N)CC1CCCCC1)=O N-[(1S)-2-[2-(3-amino-3-oxo-propyl)-2-(2-fluoroacetyl)hydrazino]-1-(cyclohexylmethyl)-2-oxo-ethyl]carbamic acid benzyl ester